ClC1=CC(=NC(=C1C1C(NC(CC1)=O)=O)C)CNC(C(C)(C1=CC=CC=C1)C)=O N-((4-chloro-5-(2,6-dioxopiperidin-3-yl)-6-methylpyridin-2-yl)methyl)-2-methyl-2-phenylpropanamide